N-(1'-(2-(1,1-difluoroethyl)-6-((1-methyl-1H-pyrazol-4-yl)oxy)pyrimidin-4-yl)-1',2'-dihydrospiro[cyclopropane-1,3'-pyrrolo[3,2-c]pyridin]-6'-yl)acetamide FC(C)(F)C1=NC(=CC(=N1)N1CC2(C=3C=NC(=CC31)NC(C)=O)CC2)OC=2C=NN(C2)C